L-seryl-L-serine methyl ester COC([C@@H](NC([C@@H](N)CO)=O)CO)=O